C(CSSC[C@@H]([C@H](CS(=O)[O-])N)N)SSC[C@@H]([C@H](CS(=O)[O-])N)N.[Na+].[Na+] sodium (2R,2'R,3R,3'R)-4,4'-(ethane-1,2-diylbis(disulfanediyl))bis(2,3-diaminobutane-1-sulfinate)